CC1=CC(=C(C=2C3=CC=CC=C3NC12)C)C=O 1,4-DIMETHYL-3-FORMYLCARBAZOLE